ClC=1C=C(CN2N=NC(=C2)C2=C(N=C3N2C=CC=C3)C3=CC=C(C#N)C=C3)C=CC1Cl 4-(3-(1-(3,4-Dichlorobenzyl)-1H-1,2,3-triazol-4-yl)imidazo[1,2-a]pyridin-2-yl)benzonitril